COC1=CC=C(C=C1)C1(C=CC2=C(O1)C=1C=CC=CC1C1=C2C(C2=C(C=C(C=C21)C2=CC=C(C=C2)NC(C2=CC=C(C=C2)[C@@H]2CC[C@H](CC2)CCCCC)=O)Br)(C)C)C2=CC=C(C=C2)OC 3,3-Bis(4-methoxyphenyl)-10-[4-(4-(trans-4-pentylcyclohexyl)benzamido)phenyl]-13,13-dimethyl-12-bromo-3,13-dihydro-indeno[2',3':3,4]naphtho[1,2-b]pyran